Cl.OCCN1C(=NCCC1)C1=C(OCC=2C=C(C#N)C=CC2)C=C(C=C1)OCC1=C(C(=CC=C1)C1=CC=CC=C1)C 3-[[2-[1-(2-hydroxyethyl)-5,6-dihydro-4H-pyrimidin-2-yl]-5-[(2-methyl-3-phenyl-phenyl)methoxy]phenoxy]methyl]benzonitrile hydrochloride salt